NC1CCN(CC1)CCN1CCC(CC1)C1=CC2=C(N(C(N2C)=O)C2C(NC(CC2)=O)=O)C=C1 3-[5-[1-[2-(4-Amino-1-piperidyl)ethyl]-4-piperidyl]-3-methyl-2-oxo-benzimidazol-1-yl]piperidine-2,6-dione